tert-Butyl (3-cyano-7-fluoro-4-(5-fluoro-3-((R)-3-((3S,5S)-3,4,5-trimethylpiperazin-1-yl)pyrrolidin-1-yl)-7,9-dihydrofuro[3,4-f]quinazolin-6-yl)thieno[3,2-c]pyridin-2-yl)carbamate C(#N)C1=C(SC2=C1C(=NC=C2F)C=2C1=C(C=3C=NC(=NC3C2F)N2C[C@@H](CC2)N2C[C@@H](N([C@H](C2)C)C)C)COC1)NC(OC(C)(C)C)=O